ethyl 4-(2-{4-[(5-chloro-3-fluoropyridin-2-yl) oxy] phenyl} pyrimidin-4-yl)-3-oxobutyrate ClC=1C=C(C(=NC1)OC1=CC=C(C=C1)C1=NC=CC(=N1)CC(CC(=O)OCC)=O)F